N-[2-[bis(carboxymethyl)amino]ethyl]-N-(carboxymethyl)-beta-alanine C(=O)(O)CN(CCN(CCC(=O)O)CC(=O)O)CC(=O)O